(R)-1-((4-(N,N-diethylsulfamoyl)phenyl)sulfonyl)-N-methylpiperidine-3-carboxamide C(C)N(S(=O)(=O)C1=CC=C(C=C1)S(=O)(=O)N1C[C@@H](CCC1)C(=O)NC)CC